phenyldimethylchlorosilane C1(=CC=CC=C1)[Si](Cl)(C)C